2-(Benzylthio)pyrimidine C(C1=CC=CC=C1)SC1=NC=CC=N1